4-(2-(4-(N,N-dipropylaminosulfonyl)phenyl)thiazol-4-yl)butanoic acid C(CC)N(S(=O)(=O)C1=CC=C(C=C1)C=1SC=C(N1)CCCC(=O)O)CCC